FC=1C=CC=C2C(C(NC12)=O)=O 7-fluoro-1H-indole-2,3-dione